5,5-difluoro-1-(3-(methylsulfonyl)phenyl)-3-(trifluoromethyl)-1,4,5,6-tetrahydrocyclopenta[b]pyrrol-4-ol FC1(C(C2=C(N(C=C2C(F)(F)F)C2=CC(=CC=C2)S(=O)(=O)C)C1)O)F